3,4-dichloro-1H-indol ClC1=CNC2=CC=CC(=C12)Cl